ClC1=C(NC2=C(C=3C(C4=CC=CC=C4C(C3C(=C2F)F)=O)=O)F)C(=CC(=C1)Cl)Cl 2-(2,4,6-trichloroanilino)-1,3,4-trifluoroanthraquinone